N,N-diethyl-aminobutanol monooleyl-malonate (mono-9-octadecenyl-malonate) C(CCCCCCCC=CCCCCCCCC)C(C(=O)O)C(=O)O.C(CCCCCCC\C=C/CCCCCCCC)C(C(=O)O)C(=O)O.C(C)N(CC)C(CCC)O